6,7-difluoro-N-(2-(N-methylsulfamoylsulfonyl)pyridin-4-yl)quinoline-3-carboxamide FC=1C=C2C=C(C=NC2=CC1F)C(=O)NC1=CC(=NC=C1)S(=O)(=O)S(NC)(=O)=O